4-(2-acryloyl-2,6-diazaspiro[3.4]octan-6-yl)-6-(5-methyl-1H-indazol-4-yl)-2-(pyridazin-4-ylmethoxy)pyrimidine-5-carbonitrile C(C=C)(=O)N1CC2(C1)CN(CC2)C2=NC(=NC(=C2C#N)C2=C1C=NNC1=CC=C2C)OCC2=CN=NC=C2